1-ethyl-6,7-dichloroquinoxaline C(C)N1CC=NC2=CC(=C(C=C12)Cl)Cl